C(CCCCCCCCCCCCCC=CCCCCCCCC)(=O)OCCCCCCCCCCCCCCCCCCCCCCCCCCCCCCCCCCCCO 36-hydroxyhexatriacontyl tetracos-15-enoate